(5-(6-cyclopropyl-1H-pyrrolo[2,3-b]pyridin-3-yl)pyrazolo[1,5-a]pyridin-3-yl)(4-methylpiperazin-1-yl)methanone C1(CC1)C1=CC=C2C(=N1)NC=C2C2=CC=1N(C=C2)N=CC1C(=O)N1CCN(CC1)C